methyl 2-(1-(8,8-difluoro-2-(methylsulfonyl)-5,6,7,8-tetrahydroquinazolin-4-yl)pyrrolidin-3-yl)acetate FC1(CCCC=2C(=NC(=NC12)S(=O)(=O)C)N1CC(CC1)CC(=O)OC)F